6-(((3R,5S)-5-(((R)-1-(4-carbamimidoylthiophen-2-yl)ethyl)carbamoyl)-1-((9,9-difluoro-9H-fluorene-3-carbonyl)glycyl)-3-fluoropyrrolidin-3-yl)methoxy)hexanoic acid C(N)(=N)C=1C=C(SC1)[C@@H](C)NC(=O)[C@@H]1C[C@](CN1C(CNC(=O)C=1C=CC=2C(C3=CC=CC=C3C2C1)(F)F)=O)(F)COCCCCCC(=O)O